The molecule is a terpene lactone that is obtained from Codinea simplex and acts as an inhibitor of glycerophosphoinositol biosynthesis. It has a role as a fungal metabolite and a glycerophosphoinositol synthesis inhibitor. It is a terpene lactone, a tertiary alcohol and an olefinic compound. CCC(C)CC(C)(CC(=O)O[C@H]1C[C@]2(C[C@@H]/3[C@@H](C[C@@H]2[C@@H]1C(C)C)C(=C)[C@@]4([C@H](C/C=C3/C)[C@H](OC(=O)[C@@H]4O)C)O)C)O